FC=1C=C(OC2=C3C(C(C3=C(C=C2)I)=O)(F)F)C=C(C1)F 2-(3,5-difluorophenoxy)-8,8-difluoro-5-iodobicyclo[4.2.0]octa-1,3,5-trien-7-one